nickel-cobalt-copper [Cu].[Co].[Ni]